COC(=O)C1=CC2=NC=CC(=C2S1)C=C 7-Vinylthieno[3,2-b]pyridine-2-carboxylic acid methyl ester